4-(3-(4-methylpiperazin-1-yl)propionylamino)phenethylcarbamic acid tert-butyl ester C(C)(C)(C)OC(NCCC1=CC=C(C=C1)NC(CCN1CCN(CC1)C)=O)=O